ClC1=CC=C(C=C1)C(N1CCN(CC1)C(=O)ON1C(CCC1=O)=O)C1=CC=C(C=C1)Cl 2,5-dioxopyrrolidin-1-yl 4-(bis(4-chlorophenyl)methyl)piperazine-1-carboxylate